F[C@@H]1C[C@H](N(C1)C(CC1=NC=NC=C1)=O)C(=O)N[C@@H](C1=CC=CC=C1)C1=CC(=C(C=C1)C(C)C)F (2S,4R)-4-fluoro-N-[(S)-[3-fluoro-4-(propan-2-yl)phenyl](phenyl)methyl]-1-[2-(pyrimidin-4-yl)acetyl]pyrrolidine-2-carboxamide